3-azabicyclo[3.2.1]octan-8-one O-methyl oxime CON=C1C2CNCC1CC2